FC(S(=O)[O-])(F)F.[Na+] Sodium Trifluoromethanesulfinate